FC1=C(C=C(C=C1)\C=C(\C1=NC=C(N=C1)OCC(C(F)F)(F)F)/F)[C@]1(N=C([C@@](OC1)(C(F)(F)F)C)N)C (2R,5R)-5-(2-fluoro-5-((Z)-2-fluoro-2-(5-(2,2,3,3-tetrafluoropropoxy)pyrazin-2-yl)vinyl)phenyl)-2,5-dimethyl-2-(trifluoromethyl)-5,6-dihydro-2H-1,4-oxazin-3-amine